(4-(4-(piperazin-1-yl)but-1-yn-1-yl)phenyl)piperidine-2,6-dione N1(CCNCC1)CCC#CC1=CC=C(C=C1)N1C(CCCC1=O)=O